N1-butyryl-lysergic acid diethylamide C(C)N(C(=O)[C@H]1CN(C)[C@@H]2CC3=CN(C4=CC=CC(C2=C1)=C34)C(CCC)=O)CC